N-((3S,10R,13S)-10,13-dimethyl-17-(4-methyl-1H-imidazol-1-yl)-2,3,4,7,8,9,10,11,12,13,14,15-dodecahydro-1H-cyclopenta[a]phenanthren-3-yl)-3-fluoroisonicotinamide C[C@]12C3CC[C@@]4(C(=CCC4C3CC=C2C[C@H](CC1)NC(C1=C(C=NC=C1)F)=O)N1C=NC(=C1)C)C